N,N'-dimethylimidazolinylideneborane CN1CN(C(C1)=B)C